ClC1=CC=C(C=C1)S(=O)[O-].[Na+] Sodium p-chlorophenyl-sulfinate